prop-2-yn-1-yl (CIS)-2-((((CIS)-4-phenylcyclohexyl)oxy) methyl)-3-(1H-pyrazol-3-yl)piperidine-1-carboxylate C1(=CC=CC=C1)[C@H]1CC[C@H](CC1)OC[C@@H]1N(CCC[C@@H]1C1=NNC=C1)C(=O)OCC#C